tert-butyl (R)-6-(((S)-tert-butylsulfinyl)amino)-2-methyl-4,6-dihydrospiro[cyclopenta[d]thiazole-5,4'-piperidine]-1'-carboxylate C(C)(C)(C)[S@](=O)N[C@H]1C2=C(N=C(S2)C)CC12CCN(CC2)C(=O)OC(C)(C)C